4-[3-[2,6-Dichloro-4-(1-methylpyrazol-4-yl)benzoyl]-2-oxo-1,4-dihydroquinazolin-8-yl]-2-morpholin-4-ylbenzoic acid ClC1=C(C(=O)N2C(NC3=C(C=CC=C3C2)C2=CC(=C(C(=O)O)C=C2)N2CCOCC2)=O)C(=CC(=C1)C=1C=NN(C1)C)Cl